3-hydroxy-2-methylene-butanoate OC(C(C(=O)[O-])=C)C